CC(CCO)O methyl-1,3-propylene glycol